phosphomorpholinoate P(=O)(=O)C1N(CCOC1)C(=O)[O-]